(R/S)-2-(4-chloro-5-methoxyisoindolin-2-yl)-4-((1-(hydroxymethyl)cyclobutyl)amino)-6,7-dihydrothieno[3,2-d]pyrimidine 5-oxide ClC1=C2CN(CC2=CC=C1OC)C=1N=C(C2=C(N1)CC[S@]2=O)NC2(CCC2)CO |r|